N-(3'-fluoro-4'-(methoxymethyl)-[1,1'-biphenyl]-4-yl)-2-(4-fluorophenoxy)-2-methylpropanamide FC=1C=C(C=CC1COC)C1=CC=C(C=C1)NC(C(C)(C)OC1=CC=C(C=C1)F)=O